trans-8-((4-(tert-butyl)piperazin-1-yl)methyl)-3-((cyclopropylmethyl)amino)-5-(4-hydroxycyclohexyl)pyrimido[4,5-c]isoquinolin-6(5H)-one C(C)(C)(C)N1CCN(CC1)CC=1C=CC=2C3=C(N(C(C2C1)=O)[C@@H]1CC[C@H](CC1)O)N=C(N=C3)NCC3CC3